carbon nickel-iron [Fe].[Ni].[C]